C1C/C(/C2=NC=CC=C12)=C\C=O (E)-(4-Aza-3-indanylidene)acetaldehyde